CNCCCCCCN(C)CCCCCCNC N,N',N''-trimethyl-bis(hexamethylene)triamine